(R)-1-((3-methoxypyrrolidin-1-yl)sulfonyl)-1H-imidazole CO[C@H]1CN(CC1)S(=O)(=O)N1C=NC=C1